N-(2-chloro-3-((5-chloro-3-methyl-4-oxo-3,4-dihydroquinazolin-6-yl)amino)-4-fluorophenyl)-3,3-difluoroazetidine-1-sulfonamide ClC1=C(C=CC(=C1NC=1C(=C2C(N(C=NC2=CC1)C)=O)Cl)F)NS(=O)(=O)N1CC(C1)(F)F